tert-butyl (2R,5S)-4-(7-(3-cyanocyclohexyl)-5-formyl-7H-pyrrolo[2,3-d]pyrimidin-4-yl)-2,5-dimethylpiperazine-1-carboxylate C(#N)C1CC(CCC1)N1C=C(C2=C1N=CN=C2N2C[C@H](N(C[C@@H]2C)C(=O)OC(C)(C)C)C)C=O